1-{5-[(R)-(1,3-Dimethyl-azetidin-3-yl)-hydroxy-(4-isopropyl-phenyl)-methyl]-pyridazin-3-yl}-4-trifluoromethyl-pyrrolidin CN1CC(C1)(C)[C@@](C=1C=C(N=NC1)N1CCC(C1)C(F)(F)F)(C1=CC=C(C=C1)C(C)C)O